[Pd](Cl)Cl.C1(=CC=CC=C1)P(C1=CC=CC=C1)[C-]1C=CC=C1.[C-]1(C=CC=C1)P(C1=CC=CC=C1)C1=CC=CC=C1.[Fe+2] bis(diphenylphosphino)ferrocene palladium (II) dichloride